C1(CC1)C1=NC=NC(=C1C1=NC=C(C(=N1)C(=O)C1=CC=C(C=C1)C=1N(C=C(N1)C(F)(F)F)C)OC)OC([2H])([2H])[2H] (4'-cyclopropyl-5-methoxy-6'-(methoxy-d3)-[2,5'-bipyrimidin]-4-yl)(4-(1-methyl-4-(trifluoromethyl)-1H-imidazol-2-yl)phenyl)methanone